2-[[5-chloro-8-(2,6-difluorophenyl)-13-[(2R)-2-methylmorpholin-4-yl]-3,4,7,9,12-pentazatricyclo[8.4.0.02,6]tetradeca-1(10),2(6),4,7,11,13-hexaen-3-yl]methoxy]ethyl-trimethyl-silane ClC1=NN(C=2C=3C=C(N=CC3NC(=NC12)C1=C(C=CC=C1F)F)N1C[C@H](OCC1)C)COCC[Si](C)(C)C